N1=CC=C(C=C1)N1N=NC(=C1)C=O 1-(pyridin-4-yl)-1H-1,2,3-triazole-4-carbaldehyde